O1CC(CC1)COC1=CC=C(N=N1)CO (6-((Tetrahydrofuran-3-yl)methoxy)pyridazin-3-yl)methanol